2-(methylsulfonyl)-5-(4,4,5,5-tetramethyl-1,3,2-dioxaborolan-2-yl)pyridine CS(=O)(=O)C1=NC=C(C=C1)B1OC(C(O1)(C)C)(C)C